C(CCSSCCC(=O)[O-])(=O)OCCCCCCCCCCCCCCCCCCCCCCCCCCCC octacosyl 3,3'-dithiodipropionate